dimethylsilandiyl-bis(2-ethyl-4,6-diisopropylindenyl)zirconium dichloride [Cl-].[Cl-].C[Si](=[Zr+2](C1C(=CC2=C(C=C(C=C12)C(C)C)C(C)C)CC)C1C(=CC2=C(C=C(C=C12)C(C)C)C(C)C)CC)C